(2-{ethyl-[2-(2-methoxyphenyl)pyrimidin-4-yl]amino}ethyl)carbamic acid tert-butyl ester C(C)(C)(C)OC(NCCN(C1=NC(=NC=C1)C1=C(C=CC=C1)OC)CC)=O